(S)-5-(2-{[1-(2,2-difluoroethyl)-1H-pyrazol-4-yl]sulfonyl}-2H,4H,5H,6H-pyrrolo[3,4-c]pyrazole-5-carbonyl)-2,3,4,5-tetrahydro-1,4-benzoxazepin-3-one FC(CN1N=CC(=C1)S(=O)(=O)N1N=C2C(=C1)CN(C2)C(=O)[C@H]2NC(COC1=C2C=CC=C1)=O)F